ClC1=C(C=CC(=C1)NCC=1SC(=CC1)Cl)NC(=O)C=1C=CC2=C(CCO2)C1 2,3-Dihydro-benzofuran-5-carboxylic acid {2-chloro-4-[(5-chloro-thiophen-2-ylmethyl)-amino]-phenyl}-amide